2-(3-fluorophenyl)-6-(4-methylphenyl)-3-oxo-2,3-dihydropyridazine-4-carboxylic acid FC=1C=C(C=CC1)N1N=C(C=C(C1=O)C(=O)O)C1=CC=C(C=C1)C